BrC1=CC=2C3=NNC4=CC=C(OCCCNC(COC(=C1)C2)=O)C=C34 4-bromo-7,14-dioxa-10,19,20-triazatetracyclo[13.5.2.12,6.018,21]tricosa-1(20),2(23),3,5,15,17,21-heptaen-9-one